[Li].C[SiH](C)C (trimethylsilane) lithium